3-pyrazinedicarboximide N12CC(=NC=C1)C(NC2=O)=O